C(C1=CC=CC=C1)N1C(=NC2=C1C=CC=C2C(=O)N)C=2C=NC=CC2 1-benzyl-2-(pyridin-3-yl)-1H-benzo[d]imidazole-4-carboxamide